(E)-3-[3-[2-(Dimethylamino)ethyl-methylamino]phenyl]-1-(4-hydroxyphenyl)prop-2-en-1-one CN(CCN(C=1C=C(C=CC1)/C=C/C(=O)C1=CC=C(C=C1)O)C)C